ClC=1C=C(C(=O)I)C=C(C1)Cl 3,5-dichlorobenzoyl iodide